5-[6-[2-(3-Pyridylmethyl)quinuclidin-3-yl]oxy-3-pyridinyl]-1H-indole N1=CC(=CC=C1)CC1N2CCC(C1OC1=CC=C(C=N1)C=1C=C3C=CNC3=CC1)CC2